N,N-di(2-hydroxyethyl)-2-aminoethanesulfonic acid OCCN(CCS(=O)(=O)O)CCO